O[C@]1(CN(C[C@@H]1OC1=CC=CC=C1)S(=O)(=O)C1=C(C#N)C=C(C=C1)C(F)(F)F)CO 2-(((3r,4s)-3-hydroxy-3-(hydroxymethyl)-4-phenoxypyrrolidin-1-yl)sulfonyl)-5-(trifluoromethyl)benzonitrile